C(CC(=O)C)(=O)OCCC=C(C(=O)O)C.C(C(=C)C)(=O)OCCOC(CC(=O)C)=O acetoacetoxyethyl methacrylate (acetoacetoxyethyl methacrylate)